methyl 1-(2-(tert-butoxy)-2-oxoethyl)-3-carbamoyl-1H-indazole-6-carboxylate C(C)(C)(C)OC(CN1N=C(C2=CC=C(C=C12)C(=O)OC)C(N)=O)=O